2-bromo-3-fluoro-5-(((2R,3R)-2-methyl-3-((methylsulfonyl)methyl)azetidin-1-yl)methyl)pyridine BrC1=NC=C(C=C1F)CN1[C@@H]([C@@H](C1)CS(=O)(=O)C)C